NC1=NC=CC(=C1Cl)SC1=CNC2=C1C=1N(C(=N2)N2CCC3(CC2)[C@@H](C2=CC=CC=C2C3)N)C=CN1 (S)-1'-(9-((2-amino-3-chloropyridin-4-yl)mercapto)-7H-imidazo[1,2-c]pyrrolo[3,2-e]pyrimidin-5-yl)-1,3-dihydrospiro[inden-2,4'-piperidin]-1-amine